(E)-6,6'-(but-2-en-1,4-diylbis(azanediyl))bis(5-aminonicotinamide) C(\C=C\CNC1=NC=C(C(=O)N)C=C1N)NC1=NC=C(C(=O)N)C=C1N